6-fluoro-5-(4-fluoro-1-(2-fluoroethyl)-2-methyl-1H-benzo[d]imidazol-6-yl)-N-((3S,4R)-3-fluoro-1-(oxetan-3-yl)piperidin-4-yl)-4-methoxypyrrolo[2,1-f][1,2,4]triazin-2-amine FC=1C(=C2C(=NC(=NN2C1)N[C@H]1[C@H](CN(CC1)C1COC1)F)OC)C=1C=C(C2=C(N(C(=N2)C)CCF)C1)F